4-(5-((2-chlorophenyl)amino)-1H-pyrazolo[4,3-b]pyridin-1-yl)-N-isopropylthiophene-2-carboxamide ClC1=C(C=CC=C1)NC1=CC=C2C(=N1)C=NN2C=2C=C(SC2)C(=O)NC(C)C